iso-butyl anisate CC(C)COC(=O)C1=CC=C(C=C1)OC